C(C)(C)(C)OC(=O)N1[C@@H](CCC1)C1=C(C=CC(=C1)C1=NC(=C(N=C1F)N)C=1C=C2CCNC(C2=CC1F)=O)C1CCOCC1 tert-butyl-(S)-2-(5-(5-amino-3-fluoro-6-(7-fluoro-1-oxo-1,2,3,4-tetrahydroisoquinolin-6-yl)pyrazin-2-yl)-2-(tetrahydro-2H-pyran-4-yl)phenyl)pyrrolidine-1-carboxylate